BrC1=C(C=CC(=C1)Cl)S(=O)(=O)N1C[C@@H]([C@@](C1)(CO)O)S(=O)(=O)C1=CC=C(C#N)C=C1 4-(((3S,4R)-1-((2-bromo-4-chlorophenyl)sulfonyl)-4-hydroxy-4-(hydroxymethyl)pyrrolidin-3-yl)sulfonyl)benzonitrile